tetrahydro-thiopyran 1,1-dioxide S1(CCCCC1)(=O)=O